2-amino-4-pyrrolidinyl-1,3,5-triazine NC1=NC=NC(=N1)N1CCCC1